3-(3'-fluorobenzylamino)-7-hydroxycoumarin FC=1C=C(CNC=2C(OC3=CC(=CC=C3C2)O)=O)C=CC1